(E)-3-(6-amino-3-bromo-2-fluorophenyl)acrylic acid ethyl ester C(C)OC(\C=C\C1=C(C(=CC=C1N)Br)F)=O